C(C)OC1=C(C=C(C(=C1)B1OC(C(O1)(C)C)(C)C)F)C(=O)N1CCCCC1 (2-ethoxy-5-fluoro-4-(4,4,5,5-tetramethyl-1,3,2-dioxaborolan-2-yl)phenyl)(piperidin-1-yl)methanone